N-((2R,3S)-1-(3-((2-(3-Chloro-1-methyl-1H-pyrazol-4-yl)pyrimidin-4-yl)amino)-5-isopropylisoquinolin-8-yl)-2-methylazetidin-3-yl)methanesulfonamide ClC1=NN(C=C1C1=NC=CC(=N1)NC=1N=CC2=C(C=CC(=C2C1)C(C)C)N1[C@@H]([C@H](C1)NS(=O)(=O)C)C)C